ClC1=C(C=CC=C1Cl)C1=C2C=CC(=CC2=CC=C1)C(=O)N[C@H]1CCOC2=CC=CC=C12 5-(2,3-Dichlorophenyl)-N-[(4S)-3,4-dihydro-2H-chromen-4-yl]naphthalene-2-carboxamide